COC1=C(CN(C(OC(C)(C)C)=O)C=2N=NC=C(C2)/C=C\2/C(N(CC2)CC2=C(C=C(C=C2)OC)OC)=O)C=CC(=C1)OC tert-butyl (E)-(2,4-dimethoxybenzyl)(5-((1-(2,4-dimethoxybenzyl)-2-oxopyrrolidin-3-ylidene)methyl)pyridazin-3-yl)carbamate